8-methoxy-3-(4-(2,2,2-trifluoroethoxy)phenyl)-2-(trifluoromethyl)-4H-pyrimido[1,2-a]pyrimidin-4-one COC1=NC=2N(C(C(=C(N2)C(F)(F)F)C2=CC=C(C=C2)OCC(F)(F)F)=O)C=C1